FC1=C(C(=O)N[C@@H](C(=O)N2CCC3(C(CN(C3=O)C)C3=CC=CC=C3)CC2)C(C)C)C=C(C=C1)OC(F)(F)F 2-fluoro-N-((2R)-3-methyl-1-(2-methyl-1-oxo-4-phenyl-2,8-diazaspiro-[4.5]decan-8-yl)-1-oxobutan-2-yl)-5-(trifluoromethoxy)benzamide